1-tetrahydrofuran-3-ylpyrazole-4-carboxylic acid O1CC(CC1)N1N=CC(=C1)C(=O)O